(7R,8aS)-7-(2,3-dichloro-6-hydroxyphenyl)-2-[(1s,3R)-rel-3-hydroxycyclobutyl]hexahydropyrrolo[1,2-a]pyrazin-4-one ClC1=C(C(=CC=C1Cl)O)[C@H]1C[C@@H]2N(C(CN(C2)C2CC(C2)O)=O)C1